ClC=1N=C(C2=C(N1)N(C=C2)[C@H]2[C@@H]([C@@H]([C@H](O2)CS(=O)(=O)CP(O)(O)=O)O)O)N([C@H](C)C2=CC=CC=C2)C [(2S,3S,4R,5R)-5-[2-chloro-4-[methyl-[(1R)-1-phenylethyl]-amino]pyrrolo[2,3-d]-pyrimidin-7-yl]-3,4-dihydroxy-tetrahydro-furan-2-yl]methyl-sulfonylmethylphosphonic acid